(S)-6-((1-(2-(2,4-dimethoxypyrimidin-5-yl)-6-(trifluoromethyl)pyridin-4-yl)-4,4-difluoropyrrolidin-3-yl)oxy)-1-(2,2,2-trifluoroethyl)-1H-pyrazolo[4,3-c]pyridine COC1=NC=C(C(=N1)OC)C1=NC(=CC(=C1)N1C[C@@H](C(C1)(F)F)OC1=CC2=C(C=N1)C=NN2CC(F)(F)F)C(F)(F)F